C(CCC)OC1=CC=C(C=C1)S(=O)(=O)NCCN1CCC(CC1)CC1=CC(=C(C=C1)Cl)Cl 4-butoxy-N-(2-(4-(3,4-dichlorobenzyl)piperidin-1-yl)ethyl)benzenesulfonamide